4-chloro-2-(2-fluorobenzoyl)azobenzene ClC1=CC(=C(C=C1)N=NC1=CC=CC=C1)C(C1=C(C=CC=C1)F)=O